[Si](C1=CC=CC=C1)(C1=CC=CC=C1)(C(C)(C)C)OC1(CN(CCOC1)C1=NC(=NC(=N1)Cl)Cl)C 6-[(tert-butyldiphenylsilyl)oxy]-4-(4,6-dichloro-1,3,5-triazin-2-yl)-6-methyl-1,4-oxazepane